(1S,2S)-2-(4-(3-amino-5-chloropyridin-2-yl)-3-(4-chlorophenyl)piperazine-1-carbonyl)cyclopropanecarboxylic acid NC=1C(=NC=C(C1)Cl)N1C(CN(CC1)C(=O)[C@@H]1[C@H](C1)C(=O)O)C1=CC=C(C=C1)Cl